N1=CC=C(C=C1)C1=NN(C2=CC3=C(C=C12)N=C(N3)C(=O)N[C@H](C)C3=CC=C(C=C3)C(F)(F)F)C(C3=CC=CC=C3)(C3=CC=CC=C3)C3=CC=CC=C3 (R)-3-(pyridin-4-yl)-N-(1-(4-(trifluoromethyl)phenyl)ethyl)-1-trityl-1,7-dihydroimidazo[4,5-f]indazole-6-carboxamide